10-((4-(thiazol-2-yloxy)phenyl)amino)-2,3-dihydro-4H-[1,4]oxazino[2,3-f]quinazolin S1C(=NC=C1)OC1=CC=C(C=C1)NC1=NC=NC2=CC=C3C(=C12)OCCN3